2-(2-(3,6-dihydro-2H-pyran-4-yl)-6-(4-(3-hydroxy-2-pyridinyl)piperazin-1-yl)-7-oxo-[1,2,4]triazolo[1,5-a]pyrimidin-4(7H)-yl)-N-(2-methyl-4-(trifluoromethyl)phenyl)acetamide O1CCC(=CC1)C1=NN2C(N(C=C(C2=O)N2CCN(CC2)C2=NC=CC=C2O)CC(=O)NC2=C(C=C(C=C2)C(F)(F)F)C)=N1